(2S)-2,4-dimethylpiperazine C[C@@H]1NCCN(C1)C